tert-butyl (R)-(1-(6-(3-aminooxetan-3-yl)pyridin-3-yl)piperidin-3-yl)(cyclobutylmethyl)carbamate NC1(COC1)C1=CC=C(C=N1)N1C[C@@H](CCC1)N(C(OC(C)(C)C)=O)CC1CCC1